CN1C(C(CC1)NCC1=CC=C(C=C1)NC(OCC1=CC=C(C=C1)Cl)=O)=O 4-chlorobenzyl (4-(((1-methyl-2-oxopyrrolidin-3-yl)amino)methyl)phenyl)carbamate